OC([C@H](N)C(=O)O)CC β-hydroxy-L-Norvaline